OC1(CC(C1)NC1=C(C#N)C=CC=C1C(F)(F)F)C 2-{[(cis)-3-hydroxy-3-methylcyclobutyl]amino}-3-(trifluoromethyl)benzonitrile